O.[Na].[Na].[Na].S(=O)(=O)=C1CC(=CC=C1)P(C=1CC(C=CC1)=S(=O)=O)C=1CC(C=CC1)=S(=O)=O tri(3-sulfonyl-phenyl)phosphorus trisodium salt hydrate